1,4,7-Triazacyclononane-N,N',N''-triacetic acid C1CN(CCN(CCN1CC(=O)O)CC(=O)O)CC(=O)O